ClC=1C=C(C=C(C1)Cl)[C@@H]1C[C@@H]([C@H](CC1)OC1=CC=C(C(=N1)C)S(=O)(=O)NC1=NC=NC=C1)N(C)C 6-(((1S,2S,4S)-4-(3,5-dichlorophenyl)-2-(dimethyl-amino)cyclohexyl)oxy)-2-methyl-N-(pyrimidin-4-yl)pyridine-3-sulfonamide